5-chloro-1'-(2-{[2-(3-methanesulfonyloxetan-3-yl)pyrimidin-5-yl]oxy}ethyl)-1-(2H3)methyl-1,2-dihydrospiro[indole-3,4'-piperidin]-2-one ClC=1C=C2C(=CC1)N(C(C21CCN(CC1)CCOC=1C=NC(=NC1)C1(COC1)S(=O)(=O)C)=O)C([2H])([2H])[2H]